(1R)-1-{5-[2-(Difluoromethoxy)phenyl]-1,2,4-oxadiazol-3-yl}-6-azaspiro[2.5]octan-6-sulfonamid FC(OC1=C(C=CC=C1)C1=NC(=NO1)[C@@H]1CC12CCN(CC2)S(=O)(=O)N)F